2-((8-amino-7-fluoro-6-(4-methyl-5,6,7,8-tetrahydro-1,5-naphthyridin-3-yl)isoquinolin-3-yl)amino)-6-methyl-5,6-dihydro-4H-pyrazolo[1,5-d][1,4]diazepin-7(8H)-one NC=1C(=C(C=C2C=C(N=CC12)NC1=NN2CC(N(CCC2=C1)C)=O)C=1C=NC=2CCCNC2C1C)F